ClC1=CC=C(C=C1)C=1C(=CC(=CC1Cl)C(C)(C)C1=CC=C(C=C1)OCC1=NC(=NC=C1)SC)C#N 4',6-dichloro-4-(2-(4-((2-(methylthio)pyrimidin-4-yl)methoxy)phenyl)propan-2-yl)-[1,1'-biphenyl]-2-carbonitrile